C(#N)C1=CC=2N(N=C1)C(=CC2)C2=CC(=C(C=N2)C2=NN=C(S2)N2C[C@@H](CC2)NC(C)=O)NC(C)C (R)-N-(1-(5-(6-(3-cyanopyrrolo[1,2-b]pyridazin-7-yl)-4-(isopropylamino)pyridin-3-yl)-1,3,4-thiadiazol-2-yl)pyrrolidin-3-yl)acetamide